(1R,3S,4R)-2-[(2R)-2-(3-chloro-2-methyl-anilino)propanoyl]-N-[(1R)-1-cyano-2-[(3R)-2-oxo-3-piperidyl]ethyl]-5,5-difluoro-2-azabicyclo[2.2.2]octane-3-carboxamide ClC=1C(=C(N[C@@H](C(=O)N2[C@H]3CC([C@@H]([C@H]2C(=O)N[C@H](C[C@@H]2C(NCCC2)=O)C#N)CC3)(F)F)C)C=CC1)C